4-bromo-3-cyclopropyl-1-(tetrahydro-2H-pyran-2-yl)-1H-pyrazolo[3,4-c]pyridine-5-carboxylic acid BrC1=C2C(=CN=C1C(=O)O)N(N=C2C2CC2)C2OCCCC2